hydroxyl-anthracene OC1=CC=CC2=CC3=CC=CC=C3C=C12